1-(3-(7-fluorobenzofuran-5-yl)-6-pentylpyrazin-2-yl)piperidine-4-carboxylic acid FC1=CC(=CC=2C=COC21)C=2C(=NC(=CN2)CCCCC)N2CCC(CC2)C(=O)O